FC1=CC=C(C=C1)C=1C(=NN2C1N=C(NC2=O)SCC#CCO)C 8-(4-fluorophenyl)-2-[(4-hydroxybut-2-yn-1-yl)sulfanyl]-7-methyl-3H-pyrazolo[1,5-a][1,3,5]triazin-4-one